N1C=C(C2=CC=CC=C12)CN(C)C N-((1H-indol-3-yl)methyl)-N-methylmethan-1-amine